1,1,3-tris(3-tert-butyl-4-hydroxy-6-methylphenyl)butane C(C)(C)(C)C=1C=C(C(=CC1O)C)C(CC(C)C1=CC(=C(C=C1C)O)C(C)(C)C)C1=CC(=C(C=C1C)O)C(C)(C)C